NC1=C(C2=C(S1)C(=CC=C2C2=C(C=C1C(=NC(=NC1=C2F)OC[C@]21CCCN1C[C@@H](C2)F)N2CC[C@@H](CCC2)C(=O)O)Cl)F)C#N (R)-1-((R)-7-(2-amino-3-cyano-7-fluorobenzo[b]thiophen-4-yl)-6-chloro-8-fluoro-2-(((2R,7aS)-2-fluorotetrahydro-1H-pyrrolizin-7a(5H)-yl)methoxy)quinazolin-4-yl)azepane-4-carboxylic acid